tert-butyl {4-(2,4-difluorophenoxy)-3-oxo-1-[(3S)-2-oxopyrrolidin-3-yl]butan-2-yl}carbamate FC1=C(OCC(C(C[C@H]2C(NCC2)=O)NC(OC(C)(C)C)=O)=O)C=CC(=C1)F